(S)-N-((S)-1-(5-(7-methoxy-2-methylquinolin-6-yl)oxazol-2-yl)-7-oxononyl)-6-azaspiro[2.5]octane-1-carboxamide COC1=C(C=C2C=CC(=NC2=C1)C)C1=CN=C(O1)[C@H](CCCCCC(CC)=O)NC(=O)[C@H]1CC12CCNCC2